chlorobismuth Cl[Bi]